FC1=C(C=C(C=C1)OC1=CC=C(C=C1)C(F)(F)F)NC(=O)C1NC(CC1)=O N-(2-Fluoro-5-(4-(trifluoromethyl)phenoxy)phenyl)-5-oxopyrrolidine-2-carboxamide